1-[(3S)-3-{4-Amino-3-[2-(6-chloro-1-methyl-1,3-benzodiazol-5-yl)ethynyl]pyrazolo[4,3-c]pyridin-1-yl}pyrrolidin-1-yl]prop-2-en-1-one NC1=NC=CC2=C1C(=NN2[C@@H]2CN(CC2)C(C=C)=O)C#CC2=CC1=C(N(C=N1)C)C=C2Cl